2-(benzyloxy)-6-ethylbenzene-1-sulfonamide C(C1=CC=CC=C1)OC1=C(C(=CC=C1)CC)S(=O)(=O)N